(S)-N-(2-((tert-butyldiphenylsilyl)oxy)-1-(oxetan-3-yl)ethyl)-2-methylpropane-2-sulfinamide [Si](C1=CC=CC=C1)(C1=CC=CC=C1)(C(C)(C)C)OCC(C1COC1)N[S@@](=O)C(C)(C)C